C(C)O[C@@H]1C(C[C@@H](OC1)C(=O)N1[C@H](C2=CC=CC=C2CC1)C1=CC=C(C=C1)F)=O (2R,5S)-5-ethoxy-2-((S)-1-(4-fluorophenyl)-1,2,3,4-tetrahydroisoquinoline-2-carbonyl)tetrahydro-4H-pyran-4-one